CC1=NC2=CC=C(C=C2C=C1C1=CC=CC2=CC=CC=C12)C(=O)OC methyl 2-methyl-3-(naphthalen-1-yl)quinoline-6-carboxylate